NC1=NC(=NC(=N1)N)CC(=O)O 4,6-diamino-1,3,5-triazine-2-acetic acid